BrC1=CC=C2C=NC(=NC2=C1)C(=O)O 7-bromoquinazoline-2-carboxylic acid